COCCN(CCC(=O)OC)CCC(=O)OC N-(2-methoxyethyl)-bis[2-(methoxycarbonyl)ethyl]amine